(2-ethynylphenyl)-4-methoxy-2-((3-methyl-4-(1-methylpiperidin-4-yl)phenyl)amino)pyrimidine-5-carboxamide C(#C)C1=C(C=CC=C1)C1=C(C(=NC(=N1)NC1=CC(=C(C=C1)C1CCN(CC1)C)C)OC)C(=O)N